C(C)(C)C1=C(NC2=CC=C(C=C12)C1CCN(CC1)CC(=O)NC)C1=C2C(=NC=C1)NN=C2 2-(4-(3-isopropyl-2-(1H-pyrazolo[3,4-b]pyridin-4-yl)-1H-indol-5-yl)piperidin-1-yl)-N-methylacetamide